(2E)-3-(3,4-Dihydroxy-2-methoxyphenyl)-1-[4-hydroxy-3-(3-methyl-2-buten-1-yl)phenyl]-2-Propen-1-one OC=1C(=C(C=CC1O)/C=C/C(=O)C1=CC(=C(C=C1)O)CC=C(C)C)OC